2-{3-[(2R)-2-methylmorpholin-4-yl]pyrazol-1-yl}benzonitrile C[C@@H]1CN(CCO1)C1=NN(C=C1)C1=C(C#N)C=CC=C1